ClC=1C(=C(C=C2C=C(N=CC12)NC(=O)[C@H]1[C@@H](C1)C#N)I)F trans-N-(8-chloro-7-fluoro-6-iodoisoquinolin-3-yl)-2-cyanocyclopropanecarboxamide